BrC=1C=C(C=C2C=CN3C(C12)=CC=C3)OC 10-bromo-8-methoxypyrrolo[2,1-a]isoquinoline